C(C)(C)(C)[Si](C)(C)OCCCI tert-butyl(3-iodopropoxy)dimethylsilane